4-(6-iodo-7H-pyrrolo[2,3-d]pyrimidin-4-yl)thiomorpholine 1,1-dioxide IC1=CC2=C(N=CN=C2N2CCS(CC2)(=O)=O)N1